C[Si](C)(C)C=1NC=CC1 trimethylsilyl-azole